4-fluoro-4'-methylbenzophenone FC1=CC=C(C(=O)C2=CC=C(C=C2)C)C=C1